1-(3-cyanophenyl)-1-((4-(5-(1,1-difluoroethyl)-1,2,4-oxadiazol-3-yl)bicyclo[2.2.2]octan-1-yl)methyl)-3-((1R,4R)-4-hydroxycyclohexyl)urea C(#N)C=1C=C(C=CC1)N(C(=O)NC1CCC(CC1)O)CC12CCC(CC1)(CC2)C2=NOC(=N2)C(C)(F)F